1-(4-(4-Fluorobenzylcarbamoyl)-1,2,3-thiadiazol-5-yl)-3-(2-(pyridin-2-yl)ethyl)urea FC1=CC=C(CNC(=O)C=2N=NSC2NC(=O)NCCC2=NC=CC=C2)C=C1